FC=1C(=CC(=NC1)OC)C1=CC(=NN1)C(=O)N1[C@H]2CC(C[C@@H]1CC2)C(=O)NC2CCC(CC2)(OC)C(F)F (1r,3r,5s)-8-[5-(5-fluoro-2-methoxypyridin-4-yl)-1H-pyrazole-3-carbonyl]-N-[(1r,4r)-4-(difluoromethyl)-4-methoxycyclohexyl]-8-azabicyclo[3.2.1]octane-3-carboxamide